OC1(CCN(CC1)C(=O)OC(C)(C)C)CN(C1=CC=CC=C1)C tert-butyl 4-hydroxy-4-((methyl(phenyl)amino)methyl)piperidine-1-carboxylate